N-methyl-6-[[5-[2-methyl-5-[[(1S,5R,7s)-3-oxa-9-azabicyclo[3.3.1]nonan-7-yl]oxy]-4-pyridyl]pyrazolo[1,5-a]pyridin-2-yl]amino]pyridine-2-carboxamide CNC(=O)C1=NC(=CC=C1)NC1=NN2C(C=C(C=C2)C2=CC(=NC=C2OC2C[C@@H]3COC[C@H](C2)N3)C)=C1